2,3-di-t-butylhydroquinone C(C)(C)(C)C1=C(O)C=CC(=C1C(C)(C)C)O